3-[5-[5-[(1R)-1-(3,5-dichloro-4-pyridyl)ethoxy]-1H-indazol-3-yl]-2-pyridyl]-1-oxa-3,8-diazaspiro[4.5]decan-2-one ClC=1C=NC=C(C1[C@@H](C)OC=1C=C2C(=NNC2=CC1)C=1C=CC(=NC1)N1C(OC2(C1)CCNCC2)=O)Cl